CC1(OB(OC1(C)C)C1=CC=C(C=C1)C1=CC=CC=C1)C 4'-(4,4,5,5-tetramethyl-1,3,2-dioxaborolan-2-yl)-[1,1'-biphenyl]